(5Z)-3-[(3,4-difluorophenyl)methyl]-5-[(4-fluoro-3-hydroxyphenyl)methylidene]-1,3-thiazolidine-2,4-dione FC=1C=C(C=CC1F)CN1C(S\C(\C1=O)=C/C1=CC(=C(C=C1)F)O)=O